C(C)C1(COC(OC1)C(CO)(C)C)CO 2-(5-ethyl-5-hydroxymethyl-1,3-dioxan-2-yl)-2-Methylpropan-1-ol